2,4-bis(trichloromethyl)-6-styryl-s-triazine ClC(C1=NC(=NC(=N1)C(Cl)(Cl)Cl)C=CC1=CC=CC=C1)(Cl)Cl